C[C@H]1N(CC[C@H](C1)C(=O)OC(C)(C)C)C(=O)OC(C)(C)C di-tert-butyl (2R,4R)-2-methylpiperidine-1,4-di-carboxylate